FC(C1(C(=CC=CC1N)C1=C(C=CC=C1)C(F)(F)F)N)(F)F 2,2'-bis(trifluoromethyl)biphenyl-diamine